C(C)(=O)C1=C(NC2=C(C=CC(=C2C1=O)Cl)Cl)S(=O)CC1=CC=C(C=C1)SC(F)(F)F 3-acetyl-5,8-dichloro-2-((4-((trifluoromethyl)thio)benzyl)sulfinyl)quinolin-4(1H)-one